propylpyrazole-4-sulfonamide C(CC)C1=NNC=C1S(=O)(=O)N